3-chloro-5-(4-chloro-1H-pyrazol-1-yl)-6-(2,6-difluoro-4-(2-methoxyethoxy)phenyl)-1-ethylpyridin-2(1H)-one ClC=1C(N(C(=C(C1)N1N=CC(=C1)Cl)C1=C(C=C(C=C1F)OCCOC)F)CC)=O